[Si](C)(C)(C(C)(C)C)OCCCOC1=NN(C(=C1[N+](=O)[O-])C)C12CC(C1)(C2)C(=O)OC methyl 3-(3-(3-((tert-butyldimethylsilyl)oxy)propoxy)-5-methyl-4-nitro-1H-pyrazol-1-yl)bicyclo[1.1.1]pentane-1-carboxylate